6-(4-Chlorophenyl)-N-[(2S)-1-hydroxypropan-2-yl]-2-(thiophen-2-yl)pyrimidin ClC1=CC=C(C=C1)C1=CC=NC(N1[C@H](CO)C)C=1SC=CC1